N1=CC(=CC=C1)N1CC(C1)CC(=O)N1CC=2C=3N(C(=C(C2C1)C)C)N=C(N3)C 2-(1-Pyridin-3-yl-azetidin-3-yl)-1-(2,5,6-trimethyl-7,9-dihydro-pyrrolo[3,4-c][1,2,4]triazolo[1,5-a]pyridin-8-yl)-ethanone